C(C(=C)C)(=O)OC(C(O)CO)CCC[Si](O[Si](C)(C)C)(O[Si](C)(C)C)C methylbis(trimethylsiloxy)silylpropyl-glycerol methacrylate